BrC=1C=C(C=NC1)OCCCCNC(OC(C)(C)C)=O tertbutyl (4-((5-bromopyridin-3-yl)oxy)butyl)carbamate